The molecule is a member of the class of benzamides that is a carboxamide resulting from the formal condensation of the carboxy group of 4-(cis-3,5-dimethylpiperazin-1-yl)benzoic acid with the amino substituent of 5-[2-(3,5-dimethoxyphenyl)ethyl]-1H-pyrazol-3-amine. It is an inhibitor of the fibroblast growth factor receptor (FGFR). It has a role as a fibroblast growth factor receptor antagonist. It is a member of pyrazoles, a N-arylpiperazine and a member of benzamides. C[C@@H]1CN(C[C@@H](N1)C)C2=CC=C(C=C2)C(=O)NC3=NNC(=C3)CCC4=CC(=CC(=C4)OC)OC